ClCC(=O)N1CCCC2=CC(=CC=C12)OC(C)=O ((1-(2-chloroacetyl)-1,2,3,4-tetrahydroquinolin-6-yl)oxy)ethan-1-one